2-O-β-D-Glucopyranosyl-D-galactose [C@@H]1([C@H](O)[C@@H](O)[C@H](O)[C@H](O1)CO)O[C@@H](C=O)[C@@H](O)[C@@H](O)[C@H](O)CO